5-(1,5-dimethyl-1H-pyrazol-3-yl)-3-(1-(o-tolyl)cyclopropyl)-1,2,4-oxadiazole CN1N=C(C=C1C)C1=NC(=NO1)C1(CC1)C1=C(C=CC=C1)C